CC1=CC=C(O1)O 5-methyl-furanol